C1(=CC=CC=C1)CC(=O)C1=C(C(=C(C=C1)O)O)O 2-phenyl-1-(2,3,4-trihydroxy-phenyl)ethanone